5-bromo-N-cyclopropyl-2-[(2S)-2-[methoxymethyl(trifluoromethylsulfonyl)amino]propoxy]pyridine-4-carboxamide BrC=1C(=CC(=NC1)OC[C@H](C)N(S(=O)(=O)C(F)(F)F)COC)C(=O)NC1CC1